5-methyl-4'-(trifluoromethyl)-[1,1'-biphenyl]-2-carbaldehyde CC1=CC=C(C(=C1)C1=CC=C(C=C1)C(F)(F)F)C=O